difluorobenzenesulfonamide hydrochloride Cl.FC=1C(=C(C=CC1)S(=O)(=O)N)F